bis-{[4-(2-amino-1,1-difluoro-ethyl)-phenyl]-amide} trifluoroacetate FC(C(=O)[O-])(F)F.NCC(F)(F)C1=CC=C(C=C1)[NH-].NCC(F)(F)C1=CC=C(C=C1)[NH-]